7-(2-chloro-5-methylpyrimidin-4-yl)-2-(2,5-dimethyl-1H-pyrrol-1-yl)-[1,2,4]-triazolo[1,5-a]pyridine ClC1=NC=C(C(=N1)C1=CC=2N(C=C1)N=C(N2)N2C(=CC=C2C)C)C